1-(3-bromophenyl)-3-phenylpropan-2-en-1-one O-acetyloxime C(C)(=O)ON=C(C=CC1=CC=CC=C1)C1=CC(=CC=C1)Br